C1[C@H]2[C@@H]([C@@H](S1)CCCCC(=O)NCCOCCOCCOCCOCCOCCOCCC(=O)NCCCO[C@@H]3[C@@H]([C@H]([C@H]([C@H](O3)CO)O[C@@H]4[C@@H]([C@H]([C@H]([C@H](O4)CO)O[C@@H]5[C@@H]([C@H]([C@H]([C@H](O5)CO)O[C@@H]6[C@@H]([C@H]([C@H]([C@H](O6)CO)O)O)N)O)N)O)N)O)N)NC(=O)N2 The molecule is a tetrasaccharide derivative in which alpha-D-galactosaminyl-(1->4)-alpha-D-galactosaminyl-(1->4)-alpha-D-galactosaminyl-(1->4)-alpha-D-galactosamine is linked glycosidically to biotin via a (21-oxo-3,6,9,12,15,18-hexaoxa-22-azapentacosan-1-yl)amino spacer. One of a set of synthesised biotinylated oligo-alpha-(1->4)-D-galactosamines comprising from two to six monosaccharide units, along with their N-acetylated derivatives (PMID:31913631), aimed at analysing the specificity of the antibody responses to a complex exopolysaccharide galactosaminogalactan found in Aspergillus fumigatus, the most important airborne human fungal pathogen in industrialized countries. It is a member of biotins and a tetrasaccharide derivative.